FC1=C(C=C(C=C1C)C1=C(C=C(C=C1C)OC)C)[C@H](CC(=O)O)NC([C@H](CC(C)C)N1N=C(C(=CC1=O)C)CCN1CC(C1)F)=O (S)-3-(4-fluoro-4'-methoxy-2',5,6'-trimethyl-[1,1'-biphenyl]-3-yl)-3-((S)-2-(3-(2-(3-fluoroazetidin-1-yl)ethyl)-4-methyl-6-oxopyridazin-1(6H)-yl)-4-methylpentanamido)propionic acid